C1(=CC=CC=C1)C1=NNC(=C1)OCC1=CC=CC=C1 Phenyl-5-benzyloxypyrazole